9-(4-Bromobutyl)-3,6-dibromo-9H-carbazole BrCCCCN1C2=CC=C(C=C2C=2C=C(C=CC12)Br)Br